4,4-dimethyl-6,7-dihydrothieno[3,2-c]pyran-2-carboxylic acid CC1(OCCC2=C1C=C(S2)C(=O)O)C